FC1=C(C=C(C=C1)N=C=O)C(F)(F)F 4-Fluoro-3-(trifluoromethyl)phenylisocyanate